hydroxybenzoic acid C1=CC(=CC=C1C(=O)O)O